ClC=1C=C(C=CC1Cl)C=1N(C(=C(C(C1C(=O)O)=O)C1=CN=NC=C1)C)CC 2-(3,4-dichlorophenyl)-1-ethyl-6-methyl-4-oxo-5-pyridazin-4-yl-pyridine-3-carboxylic acid